FC1=C(C=CC=2C=C(SC21)C(=O)OCC)N2CCN(CC2)C Ethyl 7-fluoro-6-(4-methylpiperazin-1-yl)-1-benzothiophene-2-carboxylate